FC(CNC(=O)C=1N=C(OC1)CC1=CC=C(C=C1)C1=NOC(=N1)C(F)(F)F)(F)F N-(2,2,2-Trifluoroethyl)-2-[[4-[5-(trifluoromethyl)-1,2,4-oxadiazol-3-yl]phenyl]methyl]-4-oxazolecarboxamide